5-chloro-N-((2r,3r)-1-(dideutero(phenyl)methyl)-2-methylpyrrolidin-3-yl)-2-methoxy-4-(tridecylmethylamino)benzamide ClC=1C(=CC(=C(C(=O)N[C@H]2[C@H](N(CC2)C(C2=CC=CC=C2)([2H])[2H])C)C1)OC)N(C)CCCCCCCCCCCCC